C(C)OC(C(F)(F)F)(C(F)(F)F)[C@]1(CN(CC1)C(C)(C)C=1C=CC(=NC1)C)CCC1=CC=C(C=C1)C (R)-5-(2-(3-(2-ethoxy-1,1,1,3,3,3-hexafluoropropan-2-yl)-3-(4-methylphenethyl)pyrrolidin-1-yl)propan-2-yl)-2-methylpyridine